S1C=CC=2CC=3C=CC=C4CC=5C=CC=CC5N(C34)C21 4H,8H-THIENO[3',2':5,6]PYRIDO[3,2,1-DE]ACRIDIN